FC=1C(=C(C=CC1)O)C=1C(=CC2=C(N=C(N=C2N2[C@@H](CNCC2)C)OCC2CCN(CC2)C)N1)F 3-fluoro-2-(6-fluoro-4-((R)-2-methylpiperazin-1-yl)-2-((1-methylpiperidin-4-yl)methoxy)pyrido[2,3-d]pyrimidin-7-yl)phenol